N-(3,5-dichloro-4-(2,6-dioxopiperidin-3-yl)benzyl)-2-(5-(2-methoxyethyl)pyrimidin-2-yl)-2-methylpropanamide ClC=1C=C(CNC(C(C)(C)C2=NC=C(C=N2)CCOC)=O)C=C(C1C1C(NC(CC1)=O)=O)Cl